CN(CCNC(=O)C=1N=CC2=CC=C(C=C2C1)C1=CC=C2C=CN=C(C2=C1)NCC1=CC=C(C=C1)OC)C N-[2-(dimethylamino)ethyl]-6-[1-[(4-methoxyphenyl)methylamino]-7-isoquinolyl]isoquinoline-3-carboxamide